FC1=C(C=C(C=C1)F)[C@H]1CCC(N1C1=NC=2N(C=C1)N=CC2C(=O)N)(C)C (R)-5-(5-(2,5-difluorophenyl)-2,2-dimethylpyrrolidin-1-yl)pyrazolo[1,5-a]pyrimidine-3-carboxamide